(S)-(4-(4-((3-(2,3-difluoro-4-methoxyphenyl)imidazo[1,2-a]pyrazin-8-yl)amino)-2-methylbenzoyl)piperazin-1-yl)(4,4-difluoropyrrolidin-2-yl)methanone hydrochloride Cl.FC1=C(C=CC(=C1F)OC)C1=CN=C2N1C=CN=C2NC2=CC(=C(C(=O)N1CCN(CC1)C(=O)[C@H]1NCC(C1)(F)F)C=C2)C